2-[[tetrahydro-5-(dodecyl)-2-furanyl]methyl]propanedioic acid C(CCCCCCCCCCC)C1CCC(O1)CC(C(=O)O)C(=O)O